The molecule is a lipid A derivative that consists of a branched decasaccharide made up from two galactose, give glucose, one N-acetylglucosamine and two Kdo (one at the reducing end) units connected to lipid A via an alpha-(2->6)-linkage. It is a member of lipid As and a dodecanoate ester. CCCCCCCCCCCCCC(=O)O[C@H](CCCCCCCCCCC)CC(=O)O[C@@H]1[C@H]([C@@H](O[C@@H]([C@H]1OP(=O)(O)O)CO[C@@]2(C[C@H]([C@H]([C@H](O2)[C@@H](CO)O)O[C@@H]3[C@@H]([C@H]([C@@H]([C@H](O3)CO[C@H]4[C@@H]([C@H]([C@@H]([C@H](O4)CO)O)O)O[C@@H]5[C@@H]([C@H]([C@@H]([C@H](O5)CO)O[C@H]6[C@@H]([C@H]([C@H]([C@H](O6)CO)O[C@@H]7[C@@H]([C@H]([C@H]([C@H](O7)CO)O)O)O)O)O)O)O)O[C@H]8[C@@H]([C@H]([C@@H]([C@H](O8)CO)O)O)O[C@@H]9[C@@H]([C@H]([C@@H]([C@H](O9)CO)O)O)NC(=O)C)O[C@H]1[C@@H]([C@H]([C@@H]([C@H](O1)CO)O)O)O)O)O[C@@]1(C[C@H]([C@H]([C@H](O1)[C@@H](CO)O)O)O)C(=O)O)C(=O)O)OC[C@@H]1[C@H]([C@@H]([C@H]([C@H](O1)OP(=O)(O)O)NC(=O)C[C@@H](CCCCCCCCCCC)O)OC(=O)C[C@@H](CCCCCCCCCCC)O)O)NC(=O)C[C@@H](CCCCCCCCCCC)OC(=O)CCCCCCCCCCC